methyl-21-[4-[2,6-bis(1-pyrrolidinyl)-4-pyrimidinyl]-1-piperazinyl]pregna-4,9(11)-diene-3,20-dione CC(C([C@H]1CC[C@H]2[C@@H]3CCC4=CC(CC[C@]4(C)C3=CC[C@]12C)=O)=O)N1CCN(CC1)C1=NC(=NC(=C1)N1CCCC1)N1CCCC1